ClC1=CC2=C(C(=N1)C)C=C(N2C2CC2)C2=CC=C(C=C2)S(=O)(=O)C 6-chloro-1-cyclopropyl-4-methyl-2-(4-methylsulfonylphenyl)pyrrolo[3,2-c]pyridine